ClC1=C(C=CC2=C1C(=NC(CN2)C)C2=NC=CC=C2F)C(F)(F)F 6-chloro-5-(3-fluoro-2-pyridinyl)-3-methyl-7-(trifluoromethyl)-1,3-dihydro-1,4-benzodiazepine